C(C)(C)(C)OC(NCCOC1=CC(=CC=C1)[C@H](C1=CC=CC=C1)C1CCN(CC1)C(=O)N1C[C@@H]2[C@@H](OCC(N2)=O)CC1)=O |o1:16| N-[2-[3-[(S or R)-[1-[(4aR,8aS)-3-oxo-4,4a,5,7,8,8a-hexahydropyrido[4,3-b][1,4]oxazine-6-carbonyl]-4-piperidinyl]-phenyl-methyl]phenoxy]ethyl]carbamic acid tert-butyl ester